(R)-2-(benzofuran-3-yl)-1-((2-furan-3-yl)phenyl)methanesulfonamide O1C=C(C2=C1C=CC=C2)C2([C@@H](C=CC=C2)CS(=O)(=O)N)C2=COC=C2